2-cyclopropyl-6-methyl-N-{3-[(1s,3r)-3-methyl-1-(4-methyl-1,2,4-triazol-3-yl)cyclobutyl]Phenyl}pyrimidine-4-carboxamide C1(CC1)C1=NC(=CC(=N1)C(=O)NC1=CC(=CC=C1)C1(CC(C1)C)C1=NN=CN1C)C